C(=O)OCC(C)CCC[C@@H](C)[C@H]1CC[C@H]2[C@@H]3CCC4CCCC[C@]4(C)[C@H]3CC[C@]12C cholestanyl formate